N-(4-cyclopropyl-2,6-dimethylphenyl)-3,5-bis(trifluoromethyl)benzene-sulfonamide C1(CC1)C1=CC(=C(C(=C1)C)NS(=O)(=O)C1=CC(=CC(=C1)C(F)(F)F)C(F)(F)F)C